N-{3-amino-3-[3-(trifluoromethyl)phenyl]propyl}-N-methylacetamide hydrochloride Cl.NC(CCN(C(C)=O)C)C1=CC(=CC=C1)C(F)(F)F